C12(CCC(CC1)C2)C=2C=C(C=CC2)C2=NC(=NC(=N2)Cl)C2=CC=CC=C2 2-(3-(bicyclo[2.2.1]heptan-1-yl)phenyl)-4-chloro-6-phenyl-1,3,5-triazine